C(C)(=O)C=1C=2C3=C(N(C(C2C=C(C1)C)=O)C)N(N=C3)CC3=CC=C(C=C3)OC 9-Acetyl-3-(4-methoxybenzyl)-4,7-dimethyl-3,4-dihydro-5H-pyrazolo[3,4-c]isoquinolin-5-one